(3s,4r)-3-(4-fluorophenoxymethyl)-4-methyl-2-[6-methyl-3-(pyrimidin-2-yl)pyridine-2-carbonyl]-2-azabicyclo[3.1.1]heptane FC1=CC=C(OC[C@H]2N(C3CC([C@H]2C)C3)C(=O)C3=NC(=CC=C3C3=NC=CC=N3)C)C=C1